C1(CC1)C1=C(C=CC(=C1)C=1C(=NNC1C)C1=CC=NC=C1)C=1C=C(C=CC1)S(=O)(=O)N 3-[2-cyclopropyl-4-[5-methyl-3-(4-pyridyl)-1H-pyrazol-4-yl]phenyl]benzenesulfonamide